FC=1C=C(C=C(C1)F)[C@@H]1CCN2N1C(C1(C2)CCN(CC1)C1=CC=C(N=N1)C#N)=O (S)-6-(7'-(3,5-difluorophenyl)-1'-oxodihydro-1'H,3'H,5'H-spiro[piperidine-4,2'-pyrazolo[1,2-a]pyrazol]-1-yl)pyridazine-3-carbonitrile